4-[(2S,3S)-1-methoxy-3-methyl-1-oxopentan-2-yl]-3-oxopiperazine-1-carboxylic acid tert-butyl ester C(C)(C)(C)OC(=O)N1CC(N(CC1)[C@H](C(=O)OC)[C@H](CC)C)=O